(R)-5-(2-((1-acetylpyrrolidin-3-yl)amino)-2-oxoacetyl)-N-(4-fluoro-3-methylphenyl)-1,2,4-trimethyl-1H-pyrrole-3-carboxamide C(C)(=O)N1C[C@@H](CC1)NC(C(=O)C1=C(C(=C(N1C)C)C(=O)NC1=CC(=C(C=C1)F)C)C)=O